C(CCC=CCCCCCC)O undeca-4-ene-1-ol